2,7-dichloro-8-fluoro-N-((1R,2R)-2-fluorocyclopropyl)-N-methyl-pyrido[4,3-d]pyrimidin-4-amine ClC=1N=C(C2=C(N1)C(=C(N=C2)Cl)F)N(C)[C@H]2[C@@H](C2)F